COC=1C=C(OC=2C3=C(N=CN2)C=CN3)C=C(C1)N1N=CC=C1 4-(3-methoxy-5-(1H-pyrazol-1-yl)phenoxy)-5H-pyrrolo[3,2-d]pyrimidine